2,2'-bis(5,7-ditertiarybutyl-2-indenyl)biphenyl C(C)(C)(C)C=1C=C2C=C(CC2=C(C1)C(C)(C)C)C1=C(C=CC=C1)C1=C(C=CC=C1)C=1CC2=C(C=C(C=C2C1)C(C)(C)C)C(C)(C)C